C1(CCCCC1)C(CC1=CC=CC=C1)(C1=NC=C(C=C1)C)C1=CC=CC(N1)=O 6-(1-cyclohexyl-1-(5-methylpyridin-2-yl)-2-phenylethyl)pyridin-2(1H)-one